C(C1=CC=CC=C1)N1CCN(CC1)C1(CC1)C(F)F 1-benzyl-4-(1-(difluoromethyl)cyclopropyl)piperazine